2,2'-methylenebis(4-ethyl-6-tertiary butyl-phenol) C(C1=C(C(=CC(=C1)CC)C(C)(C)C)O)C1=C(C(=CC(=C1)CC)C(C)(C)C)O